(2S,5R)-2-((7-(2,6-dichloro-4-fluorophenyl)-1,3-dihydroisobenzofuran-4-yl)methyl)-5-isopropyl-3,6-dimethoxy-2,5-dihydropyrazine ClC1=C(C(=CC(=C1)F)Cl)C=1C=CC(=C2COCC12)C[C@@H]1N=C([C@H](N=C1OC)C(C)C)OC